3-(2-{5-[(7R)-7-amino-2-azabicyclo[2.2.1]heptane-2-carbonyl]-7-methoxy-1-methyl-1H-1,3-benzodiazol-2-yl}-1-(cyclopropylmethyl)-1H-pyrrolo[2,3-b]pyridin-6-yl)-4-hydroxybenzonitrile N[C@H]1C2N(CC1CC2)C(=O)C2=CC1=C(N(C(=N1)C1=CC=3C(=NC(=CC3)C=3C=C(C#N)C=CC3O)N1CC1CC1)C)C(=C2)OC